N(=NC(C#N)(CC(C)(C)OC)C)C(C#N)(CC(C)(OC)C)C 2,2'-azobis(2,4-dimethyl-4-methoxypentanenitrile)